N-(3-{4-[(3-amino-2-methylpropoxy)methyl]piperidin-1-yl}-4-[4-(6-fluoropyridin-2-yl)-1H-1,2,3-triazol-1-yl]phenyl)-2-hydroxyethane-1-sulfonamide NCC(COCC1CCN(CC1)C=1C=C(C=CC1N1N=NC(=C1)C1=NC(=CC=C1)F)NS(=O)(=O)CCO)C